BrC1=C(C=C2C=NN(C2=C1)C1OCCCC1)OC 6-bromo-5-methoxy-1-(tetrahydro-2H-pyran-2-yl)-1H-indazole